6-(2-chlorophenyl)-4-[2-[(2-methylpyridin-4-yl)amino]-4-pyridinyl]-1H-pyridin-2-one ClC1=C(C=CC=C1)C1=CC(=CC(N1)=O)C1=CC(=NC=C1)NC1=CC(=NC=C1)C